C(=C)P(OC(C)CC)([O-])=O sec-butyl vinylphosphonate